methyl (2S,3S)-3-(benzyloxy)-2-(5-(2-(6-chloro-1H-indol-3-yl)acetyl)-2-(4-isopropoxy-3-methoxybenzoyl)octahydro-1H-pyrrolo[3,4-c]pyridine-7-carboxamido)butanoate C(C1=CC=CC=C1)O[C@H]([C@@H](C(=O)OC)NC(=O)C1C2C(CN(C1)C(CC1=CNC3=CC(=CC=C13)Cl)=O)CN(C2)C(C2=CC(=C(C=C2)OC(C)C)OC)=O)C